C(C)O[SiH3] (ethyl)oxysilane